N-(3-cyclopropyl-1H-pyrazol-5-yl)-2-(1-(2-methylthiazol-4-yl)-1H-pyrazol-4-yl)propanamide C1(CC1)C1=NNC(=C1)NC(C(C)C=1C=NN(C1)C=1N=C(SC1)C)=O